4-Chloro-6-((3-fluorophenyl)amino)-N-(5-methyl-2,3-dihydro-1H-inden-2-yl)picolinamide ClC1=CC(=NC(=C1)NC1=CC(=CC=C1)F)C(=O)NC1CC2=CC=C(C=C2C1)C